BrC1=C(C(=C(C=C1)F)F)COC 1-bromo-3,4-difluoro-2-(methoxymethyl)benzene